N-(3-cyclopropylbicyclo[1.1.1]pentan-1-yl)acetamide C1(CC1)C12CC(C1)(C2)NC(C)=O